(R)-6,6-dimethyl-N'-((5-(2-oxo-1,2-dihydropyridin-4-yl)-2,3-dihydro-1H-inden-4-yl)carbamoyl)-6,7-dihydro-5H-pyrazolo[5,1-b][1,3]oxazine-3-sulfonimidamide CC1(CN2C(OC1)=C(C=N2)[S@@](=O)(N)=NC(NC2=C1CCCC1=CC=C2C2=CC(NC=C2)=O)=O)C